COC1(CCOCC1)C1=CSC2=C1N=C(N=C2N2[C@@H](COCC2)C)N2C(=NC1=C2C=CC=C1)NC (R)-1-(7-(4-methoxytetrahydro-2H-pyran-4-yl)-4-(3-methylmorpholino)thieno[3,2-d]pyrimidin-2-yl)-N-methyl-1H-benzo[d]imidazol-2-amine